C(C)(C)(C)OC(=O)N[C@]1(CN(CC1)C1=C(C(=C(C=C1)F)C(F)(F)F)CN1C2=NC=NC(=C2N=C1)NC(=O)OC(C)(C)C)C(=O)O (R)-3-((tert-butoxycarbonyl)amino)-1-(2-((6-((tert-butoxycarbonyl)amino)-9H-purin-9-yl)methyl)-4-fluoro-3-(trifluoromethyl)phenyl)pyrrolidine-3-carboxylic acid